CN(C(O)=O)C1=CC=C(C=C1)NC(C(CC1=CC=CC=C1)N1C(CN(C(C1)=O)C1=C(C=CC(=C1)Cl)N1N=NN=C1)=O)=O.C1=C(C=CC2=CC=CC=C12)N1CCNCC1 1-(naphthalen-2-yl)piperazine Methyl-(4-(2-(4-(5-chloro-2-(1H-tetrazol-1-yl)phenyl)-2,5-dioxopiperazin-1-yl)-3-phenylpropanamido)phenyl)carbamate